C1=CC(=CC=2OC3=C(C21)C=CC=C3)C=3N=NNC3C(=O)O 4-(dibenzo[b,d]furan-3-yl)-1H-1,2,3-triazole-5-carboxylic acid